ethyl 2-(5-methyl-2H-[1,3]dioxolo[4,5-f]indol-7-yl)-glyoxylate CN1C=C(C=2C=C3C(=CC12)OCO3)C(C(=O)OCC)=O